ClC=1C=C(C=CC1COC1OCCN1)C=1C=C2C(=NN=C(C2=CC1)NCC1=C(C=C(C=C1)OC)OC)C 6-[3-chloro-4-(oxazolidin-2-yloxymethyl)phenyl]-N-[(2,4-dimethoxyphenyl)methyl]-4-methylphthalazin-1-amine